ClC1=C(C(=NC=C1)NC(C)=O)OC N-(4-chloro-3-methoxypyridin-2-yl)acetamide